5-Bromo-6-chloro-N-[(2R)-1-hydroxypropan-2-yl]pyridine-3-carboxamide BrC=1C=C(C=NC1Cl)C(=O)N[C@@H](CO)C